[Si].[Fe].[Zn].[Cu].[Ag].[Au] gold-silver copper zinc iron silicon